isopropyl 2-[[(4S)-2-[[2-chloro-3-[2-chloro-3-(3-fluoro-4-formyl-5-methoxy-phenyl)phenyl]phenyl]carbamoyl]-4,5,6,7-tetrahydropyrazolo[1,5-a]pyridin-4-yl]amino]acetate ClC1=C(C=CC=C1C1=C(C(=CC=C1)C1=CC(=C(C(=C1)OC)C=O)F)Cl)NC(=O)C1=NN2C([C@H](CCC2)NCC(=O)OC(C)C)=C1